[Cr](=O)(=O)(O[SiH2]CCCCCCCCCCCCC)O[SiH2]CCCCCCCCCCCCC bis-(tridecylsilyl) chromate